C(C1=CC=CC=C1)OC(=O)N1CC2=CC=CC(=C2CC1)Br 5-bromo-3,4-dihydro-1H-isoquinoline-2-carboxylic acid benzyl ester